C(#C)C1(CC(C1)C(=O)O)O trans-3-ethynyl-3-hydroxycyclobutane-1-carboxylic acid